C(C)N1C=2C=CC(=CC2C=2C=C3C(=CC12)C=CN=C3)OC 6-ethyl-9-methoxy-pyrido[4,3-b]carbazole